2-(p-methylphenyl)benzofuran CC1=CC=C(C=C1)C=1OC2=C(C1)C=CC=C2